C1CC(CCC12CCCCC2)SC=2N=NNC2C(=O)O 4-(spiro[5.5]undec-3-ylthio)-1H-1,2,3-triazole-5-carboxylic acid